(3-(10-(3-(2,6-diphenylpyrimidin-4-yl)phenyl)anthracen-9-yl)phenyl)dimethylphosphine oxide C1(=CC=CC=C1)C1=NC(=CC(=N1)C=1C=C(C=CC1)C1=C2C=CC=CC2=C(C2=CC=CC=C12)C=1C=C(C=CC1)P(C)(C)=O)C1=CC=CC=C1